N1(CCN(CCN(CCN(CC1)P(O)(=O)O)P(O)(=O)O)P(O)(=O)O)P(O)(=O)O 1,4,7,10-tetraazacyclododecane-1,4,7,10-tetraphosphonic acid